tert-Butyl 5-oxo-6-azaspiro[2.5]octane-6-carboxylate O=C1CC2(CC2)CCN1C(=O)OC(C)(C)C